Cl.NCC=1C=C(C=CC1)C1=NNC(C2=CC=CC=C12)=O 4-(3-(aminomethyl)phenyl)phthalazin-1(2H)-one hydrochloride